ClC1=CC=C(C=C1)N(C(=O)[C@@H]1CC[C@H]2N1C([C@H](CCC2)NC(=O)C2=CC1=C(S2)C=CC(=C1)C(F)(F)P(O)(O)=O)=O)C ((2-(((3S,6S,9aS)-3-((4-chlorophenyl)(methyl)carbamoyl)-5-oxooctahydro-1H-pyrrolo[1,2-a]azepin-6-yl)carbamoyl)benzo[b]thiophen-5-yl)difluoromethyl)phosphonic acid